N-pentyl-N'-hexylurea C(CCCC)NC(=O)NCCCCCC